COC1=CC=C(CN(C2=NC=NN3C2=NC=C3C=3C=NN(C3)C=3C=C(C=CC3C)NC(=O)N3CC(CC3)C(F)(F)F)CC3=CC=C(C=C3)OC)C=C1 N-(3-(4-(4-(bis(4-methoxybenzyl)amino)imidazo[2,1-f][1,2,4]triazin-7-yl)-1H-pyrazol-1-yl)-4-methylphenyl)-3-(trifluoromethyl)pyrrolidine-1-carboxamide